4,5-Dibromo-2-{[2-(trimethylsilyl)ethoxy]methyl}pyridazin-3-one BrC=1C(N(N=CC1Br)COCC[Si](C)(C)C)=O